N[C@@H](CCCCN)CC(=O)O (S)-β-homolysine